6-((5'S,7a'R)-5'-(2-fluorophenyl)-3'-oxotetrahydro-3'H-spiro[piperidine-4,2'-pyrrolo[2,1-b]oxazol]-1-yl)-2-methylnicotinonitrile FC1=C(C=CC=C1)[C@@H]1CC[C@H]2OC3(C(N21)=O)CCN(CC3)C3=NC(=C(C#N)C=C3)C